FC(CCCOC(CCC(=O)O)OCCCC(C(C(C(F)(F)F)(F)F)(F)F)(F)F)(C(C(C(F)(F)F)(F)F)(F)F)F 4,4-bis((4,4,5,5,6,6,7,7,7-nonafluoroheptyl)oxy)butanoic acid